ClC=1C=NC=C(C1[C@@H](C)OC=1C(=C2C(=NN(C2=CC1)C1OCCCC1)C=1C=C(C(=NC1)F)C#N)F)Cl 5-[5-[(1R)-1-(3,5-dichloro-4-pyridinyl)ethoxy]-4-fluoro-1-tetrahydropyran-2-yl-indazol-3-yl]-2-fluoro-pyridine-3-carbonitrile